4-methyl-1-tosyl-1H-indole CC1=C2C=CN(C2=CC=C1)S(=O)(=O)C1=CC=C(C)C=C1